2-((1-(2-(Isoindolin-2-yl)-3-methyl-4-oxo-3,4-dihydroquinazolin-8-yl)ethyl)amino)benzoic acid C1N(CC2=CC=CC=C12)C1=NC2=C(C=CC=C2C(N1C)=O)C(C)NC1=C(C(=O)O)C=CC=C1